8-chloro-4-((5,6-difluoropyridin-3-yl)amino)-6-nitroquinoline-3-carbonitrile ClC=1C=C(C=C2C(=C(C=NC12)C#N)NC=1C=NC(=C(C1)F)F)[N+](=O)[O-]